stannyl-spiro[indoline-3,3'-quinoline] [SnH3]C1N=C2C=CC=CC2=CC12CNC1=CC=CC=C12